N-acetyl-2-methyl-7,8-dihydro-6H-pyrrolo[2,3-G]quinazolin-4-yl 2,4,6-triisopropylbenzenesulfonate C(C)(C)C1=C(C(=CC(=C1)C(C)C)C(C)C)S(=O)(=O)OC1=NC(N(C2=CC3=C(C=C12)NCC3)C(C)=O)C